[4-(5-tert-butyl-1,2,4-oxadiazol-3-yl)phenyl]-[6-(6-methyl-3-pyridinyl)-2-azaspiro[3.3]heptan-2-yl]methanone C(C)(C)(C)C1=NC(=NO1)C1=CC=C(C=C1)C(=O)N1CC2(C1)CC(C2)C=2C=NC(=CC2)C